ethyl 2-[4-[2-(3-bromo-2-methyl-phenoxy)ethyl]-1-piperidyl]acetate BrC=1C(=C(OCCC2CCN(CC2)CC(=O)OCC)C=CC1)C